C1=CC2=C(C(=C1)Cl)SC=C2CO[C@H](CN3C=CN=C3)C4=C(C=C(C=C4)Cl)Cl.[N+](=O)(O)[O-] The molecule is an organic nitrate salt obtained by reaction of equimolar amounts of (S)-sertaconazole and nitric acid. It contains a (S)-sertaconazole(1+). It is an enantiomer of an arasertaconazole nitrate.